4-phenyl-2-(3-(4,4,5,5-tetramethyl-1,3,2-dioxaborolan-2-yl)phenyl)pyridine C1(=CC=CC=C1)C1=CC(=NC=C1)C1=CC(=CC=C1)B1OC(C(O1)(C)C)(C)C